trans-N-(4-chlorophenyl)-4-(pyridin-2-yloxy)cyclohexanecarboxamide ClC1=CC=C(C=C1)NC(=O)[C@@H]1CC[C@H](CC1)OC1=NC=CC=C1